2-(5-methoxypyridin-2-yl)acetic acid COC=1C=CC(=NC1)CC(=O)O